C(C)(=O)O/N=C(/N)\C1=CC(=CC=C1)CC(C=1SC2=C(N1)C=CC=C2)NS(=O)(=O)C2=CC(=CC=C2)NC(=O)C=2N(N=CC2)C(C)=O [(E)-[[3-[2-[[3-[(2-acetylpyrazole-3-carbonyl)amino]phenyl]sulfonylamino]-2-(1,3-benzothiazol-2-yl)ethyl]phenyl]-amino-methylene]amino] acetate